6-[3-(difluoromethoxy)phenyl]-1-[(5-fluoro-3-pyridinyl)methyl]-3H-imidazo[4,5-b]pyridin-2-one FC(OC=1C=C(C=CC1)C=1C=C2C(=NC1)NC(N2CC=2C=NC=C(C2)F)=O)F